((((2R,3S,4R,5R)-5-(6-chloro-4-(cyclopentyl(methyl)amino)-1H-pyrazolo[3,4-d]pyrimidin-1-yl)-3,4-dihydroxytetrahydrofuran-2-yl)methoxy)methyl)phosphonic acid ClC1=NC(=C2C(=N1)N(N=C2)[C@H]2[C@@H]([C@@H]([C@H](O2)COCP(O)(O)=O)O)O)N(C)C2CCCC2